5-bromo-3-(6-azaspiro[2.5]oct-6-yl)picolinic acid BrC=1C=C(C(=NC1)C(=O)O)N1CCC2(CC2)CC1